COC1=CC(=NC(=C1C)OC)B(O)O (4,6-dimethoxy-5-methylpyridin-2-yl)boronic acid